N1-(3-((4-(bis(4-fluorophenyl)methyl)piperazin-1-yl)methyl)-4-(trifluoromethyl)phenyl)-N1,N2,N2-trimethylethan-1,2-diamine FC1=CC=C(C=C1)C(N1CCN(CC1)CC=1C=C(C=CC1C(F)(F)F)N(CCN(C)C)C)C1=CC=C(C=C1)F